COC(=O)N1C(C=CC1=O)=O 2,5-dioxo-2,5-dihydro-1H-pyrrole-1-carboxylic acid methyl ester